6'-(4-(9H-carbazol-9-yl)phenyl)-4'-(benzo[d]thiazol-2-yl)-4,4''-bis(3-methyl-9H-carbazol-9-yl)-5'-(4-(3-methyl-9H-carbazol-9-yl)phenyl)-[1,1':2',1''-terphenyl]-3'-carbonitrile C1=CC=CC=2C3=CC=CC=C3N(C12)C1=CC=C(C=C1)C1=C(C(=C(C(=C1C1=CC=C(C=C1)N1C2=CC=CC=C2C=2C=C(C=CC12)C)C1=CC=C(C=C1)N1C2=CC=CC=C2C=2C=C(C=CC12)C)C#N)C=1SC2=C(N1)C=CC=C2)C2=CC=C(C=C2)N2C1=CC=CC=C1C=1C=C(C=CC21)C